(E)-4-Fluoro-2-isopropyl-5-[2-(pyridin-3-yl)vinyl]benzene-1,3-diol FC1=C(C(=C(C=C1\C=C\C=1C=NC=CC1)O)C(C)C)O